N-(2-(2-isopropyl-5-methylphenoxy)phenyl)-1-methyl-3-difluoromethyl-5-chloro-1H-pyrazole-4-carboxamide C(C)(C)C1=C(OC2=C(C=CC=C2)NC(=O)C=2C(=NN(C2Cl)C)C(F)F)C=C(C=C1)C